6-((3-fluorobenzyl)thio)-5-phenyl-1H-pyrazolo[3,4-d]pyrimidin-4(5H)-one FC=1C=C(CSC=2N(C(C3=C(N2)NN=C3)=O)C3=CC=CC=C3)C=CC1